CN1CCC(CC1)Br N-methyl-4-bromopiperidine